ethoxycarbonylpentafluorocyclotriphosphazene C(C)OC(=O)P1(=NP(=NP(=N1)(F)F)(F)F)F